2-cyclohexyl-ethyl-trimethyl-tin C1(CCCCC1)CC[Sn](C)(C)C